(S)-2-((3-(1-(6-(4-Carboxy-2-methylphenyl)pyridin-3-yl)-2-oxo-1,2-dihydro-3H-imidazo[4,5-b]pyridin-3-yl)pyrrolidin-1-yl)methyl)-1-methyl-1H-imidazole-5-carboxylic Acid C(=O)(O)C1=CC(=C(C=C1)C1=CC=C(C=N1)N1C(N(C2=NC=CC=C21)[C@@H]2CN(CC2)CC=2N(C(=CN2)C(=O)O)C)=O)C